O[C@H]1C2CCC(C1)N2CC(=O)C2=C(N(C(=C2)CC[Si](C)(C)C)C2=CC=C(C#N)C=C2)C (±)-4-(3-(2-((2R)-2-hydroxy-7-azabicyclo[2.2.1]heptan-7-yl)acetyl)-2-methyl-5-(2-(trimethylsilyl)ethyl)-1H-pyrrol-1-yl)benzonitrile